1,3-diisocyanatomethylcyclohexane N(=C=O)CC1CC(CCC1)CN=C=O